CC=1C(=C2C=NNC2=CC1)C=1C=C2C=CN(C2=CC1)C1CN(C1)C(C=C)=O 1-(3-(5-(5-methyl-1H-indazol-4-yl)-1H-indol-1-yl)azetidin-1-yl)prop-2-en-1-one